6-(1-((5-chloro-1-methyl-1H-pyrazol-4-yl)sulfonyl)piperidin-4-yl)-7-cyclopropyl-[1,2,4]triazolo[1,5-a]pyridine ClC1=C(C=NN1C)S(=O)(=O)N1CCC(CC1)C=1C(=CC=2N(C1)N=CN2)C2CC2